COC[C@@H](C(=O)N[C@H](C(=O)[C@@]1(OC1)C)CC1=CC=CC=C1)NC(=O)C1=CN=C(S1)C N-[(2S)-3-methoxy-1-[[(2S)-1-[(2R)-2-methyloxiran-2-yl]-1-oxo-3-phenylprop-2-yl]amino]-1-oxoprop-2-yl]-2-methyl-1,3-thiazole-5-carboxamide